FC1(CCN(CC1)C=1N=C2N(C(C1C)=O)C=C(C=C2C(C)N[S@](=O)C(C)(C)C)C)F (R)-N-(1-(2-(4,4-difluoropiperidin-1-yl)-3,7-dimethyl-4-oxo-4H-pyrido[1,2-a]pyrimidin-9-yl)ethyl)-2-methylpropane-2-sulfinamide